BrC1=C(C=NN(C1=O)C)N[C@@H]1C[C@@H](CN(C1)C)C1=CC=C(C=C1)COC1=C2C(N(C(C2=CC=C1)=O)C1C(N(C(CC1)=O)C(=O)OC(C)(C)C)=O)=O tert-butyl 3-[4-[[4-[(3R,5R)-5-[(5-bromo-1-methyl-6-oxo-pyridazin-4-yl)amino]-1-methyl-3-piperidyl]phenyl]methoxy]-1,3-dioxo-isoindolin-2-yl]-2,6-dioxo-piperidine-1-carboxylate